1-isopropyl-4-nitro-3-nitro(trifluoromethyl)-1H-pyrazole C(C)(C)N1N=C(C(=C1C(F)(F)F)[N+](=O)[O-])[N+](=O)[O-]